[C@H]12NC[C@H](C[C@H]1OCC=1C(=NOC1C1CC1)C1=C(C=CC=C1Cl)Cl)C2 |r| 4-((((1RS,4SR,6RS)-2-azabicyclo[2.2.1]heptan-6-yl)oxy)methyl)-5-cyclopropyl-3-(2,6-dichlorophenyl)isoxazole